C1(=CC=C(C=C1)N1C(NC(C1=O)(CC)CC)=O)C1=CC=CC=C1 3-(biphenyl-4-yl)-5,5-diethylimidazolidine-2,4-dione